3-amino-4-cyano-1-(4-methoxyphenyl)-1H-pyrrole-2-carboxylic acid ethyl ester C(C)OC(=O)C=1N(C=C(C1N)C#N)C1=CC=C(C=C1)OC